O=C1NC(CCC1N1C(C2=CC(=C(C(=C2C1=O)F)F)N1C(C(N(C(C1([2H])[2H])([2H])[2H])CC1CCNCC1)([2H])[2H])([2H])[2H])=O)=O 2-(2,6-dioxopiperidin-3-yl)-4,5-difluoro-6-(4-(piperidin-4-ylmethyl)piperazin-1-yl-2,2,3,3,5,5,6,6-d8)isoindoline-1,3-dione